C(C1=CC=CC=C1)OC1C(N(C2=CC=C(C=C2C1=O)I)C)=O (benzyloxy)-6-iodo-1-methylquinoline-2,4(1H,3H)-dione